1,1,5,5-tetrachloro-2-methyl-1,5-disilahexane Cl[SiH](C(CC[Si](C)(Cl)Cl)C)Cl